4-((2S,4S)-4-ethoxy-1-((5-methoxy-7-methyl-1H-indol-4-yl)(methyl)amino)piperidin-2-yl)benzoic acid C(C)O[C@@H]1C[C@H](N(CC1)N(C)C1=C2C=CNC2=C(C=C1OC)C)C1=CC=C(C(=O)O)C=C1